3-(t-butyl)benzene C(C)(C)(C)C=1C=CC=CC1